C(C=C)(=O)OC1=C(C=C(C=C1C(C)(C)C)O)C(C)(C)C 2,6-di-t-butyl-4-hydroxyphenyl acrylate